C1(=CC=CC=C1)P(C(C)(C)C)(C1=CC=CC=C1)=O diphenyl-(tert-butyl)phosphine oxide